2-(5-ethyl-3,7-dimethyl-2,8-diphenylbenzo[de]chromen-9-yl)-1,4,5,6-tetrahydropyrimidine C(C)C=1C=C2C3=C(C(=C(OC3=C(C(=C2C)C2=CC=CC=C2)C=2NCCCN2)C2=CC=CC=C2)C)C1